ethyl-2-(5-bromo-2-fluorophenyl)propan-1-amine C(C)C(C(C)C1=C(C=CC(=C1)Br)F)N